CN1N=C(C=C1)NC(=O)[C@@H]1[C@H]2CCO[C@@H]12 |o1:9,10,14| rel-(1R,5R,6R)-N-(1-methyl-1H-pyrazol-3-yl)-2-oxabicyclo[3.1.0]hexane-6-carboxamide